2-((3-chloro-2-methylphenyl)amino)-N-(4-(2-(methylamino)ethoxy)phenyl)benzamide ClC=1C(=C(C=CC1)NC1=C(C(=O)NC2=CC=C(C=C2)OCCNC)C=CC=C1)C